(rac)-cis-5-bromo-6-((2-(((tertbutyldimethylsilyl)oxy)methyl)cyclopropyl)methoxy)picolinic acid BrC=1C=CC(=NC1OC[C@H]1[C@H](C1)CO[Si](C)(C)C(C)(C)C)C(=O)O |r|